4-dimethylaminoethyl-[1,3]-dioxolan CN(C)CCC1OCOC1